C(=O)(O)C(C[C@@H](N)C(=O)O)C(=O)O D-γ-carboxyglutamic acid